tert-butyl 4-[[4-(piperazin-1-ylmethyl)cyclohexyl]methyl]piperazine-1-carboxylate N1(CCNCC1)CC1CCC(CC1)CN1CCN(CC1)C(=O)OC(C)(C)C